ClC1=C(OCC2COC2)C=CC(=C1F)[N+](=O)[O-] 3-[(2-chloro-3-fluoro-4-nitro-phenoxy)methyl]oxetane